C(C)(C)(C)OC(=O)N1C2=C(OCC1)C=CC(=C2)C=2SC=C(N2)CC(=O)O 2-(2-(4-(tert-butoxycarbonyl)-3,4-dihydro-2H-benzo[b][1,4]oxazin-6-yl)thiazol-4-yl)acetic acid